C(C)(CC)C1=NC=CC(=C1NC(=O)C=1C=NC(=NC1)C(C)C)C1=C(C=CC(=C1)F)F N-(2-(sec-butyl)-4-(2,5-difluorophenyl)pyridin-3-yl)-2-isopropylpyrimidine-5-carboxamide